2-chloro-6-(trifluoromethyl)pyrimidin-4-ol ClC1=NC(=CC(=N1)O)C(F)(F)F